(R)-2-methyl-5-oxo-3-(trifluoromethyl)-7a,8,10,11-tetrahydro-5H-pyrazino[2,1-c]pyrido[2,3-e][1,4]oxazepine-9(7H)-carboxylate CC=1C(=CC2=C(N3[C@@H](COC2=O)CN(CC3)C(=O)[O-])N1)C(F)(F)F